4-amino-N-methyl-N-(3-(3-(methylamino)-1-phenylpropoxy)phenyl)butanamide NCCCC(=O)N(C1=CC(=CC=C1)OC(CCNC)C1=CC=CC=C1)C